FC(F)S(=O)(=O)C1=NC=CC=C1 difluoromethyl(2-pyridinyl)sulfone